imidazo[1',2':1,2]pyrido[4,3-d]pyrimidine N=1C=CN2C1C1=C(N=CN=C1)C=C2